CC1=C(OC2=CC=3N(C=N2)C=CN3)C=CC(=C1)[N+](=O)[O-] 7-(2-methyl-4-nitrophenoxy)imidazo[1,2-c]pyrimidine